CC1=NC=CC=C1OCCN(CC[C@@H](C(=O)O)NC=1C=NC=CC1)CCCCC1=NC=2NCCCC2C=C1 (S)-4-((2-((2-methylpyridin-3-yl)oxy)ethyl)(4-(5,6,7,8-tetrahydro-1,8-naphthyridin-2-yl)butyl)amino)-2-(pyridin-3-ylamino)butanoic acid